3-METHYL-2,3-DIHYDRO-BENZOFURAN-4-CARBALDEHYDE CC1COC=2C1=C(C=CC2)C=O